2-(5-bromo-2-(trifluoromethyl)phenyl)-4-chloro-2H-1,2,3-triazole BrC=1C=CC(=C(C1)N1N=CC(=N1)Cl)C(F)(F)F